C1(CC1)S(=O)(=O)NC=1C=C(OC2=C(C=C(C=C2C)NC(CN(C)C)=O)C)C=C(C1)C=1C(=NOC1C)C N-(4-(3-(cyclopropanesulfonamido)-5-(3,5-dimethylisoxazol-4-yl)phenoxy)-3,5-dimethylphenyl)-2-(dimethylamino)acetamide